N-(3-(3',4'-difluoro-[1,1'-biphenyl]-4-yl)propyl)-2-ethyl-6-methylthieno[2,3-d]pyrimidin-4-amine FC=1C=C(C=CC1F)C1=CC=C(C=C1)CCCNC=1C2=C(N=C(N1)CC)SC(=C2)C